CC1(COCC1)NC(O[C@H]1C[C@H](CC1)C1=CC(=NN1)NC(=O)C1=CC(=NN1C)COC)=O (1R,3S)-3-[3-({[3-(meth-oxymethyl)-1-methyl-1H-pyrazol-5-yl]carbonyl}-amino)-1H-pyrazol-5-yl]-cyclopentyl [(3ξ)-3-meth-yltetrahydrofuran-3-yl]-carbamate